OC(CN(CCCC(=O)OCC)CC(CCCCCCCC)O)CCCCCCCC ethyl 4-(bis(2-hydroxydecyl)amino)butanoate